15(R)-hydroxy-(5Z,8Z,11Z,13E,17Z)-eicosapentaenoic acid O[C@@H](CCC\C=C/C=C\C=C\C=C/C=CC(=O)O)CCCCC